9,9'-([1,1':4',1''-terphenyl]-2',5'-diyl)bis(2,3-dihydro-1H-phenalen-1-one) C1(=CC=CC=C1)C1=C(C=C(C(=C1)C1=CC=C2C=CC=C3CCC(C1=C32)=O)C3=CC=CC=C3)C3=CC=C2C=CC=C1CCC(C3=C12)=O